5-(4-methoxypyridin-3-yl)-7-(trifluoromethyl)-1H-pyrazolo[3,4-c]pyridine COC1=C(C=NC=C1)C=1C=C2C(=C(N1)C(F)(F)F)NN=C2